Cl.COC1=CC=C(C=2C=CC=NC12)NC1CCNCC1 8-methoxy-N-(piperidin-4-yl)quinolin-5-amine hydrochloride